CN(CCC#C)C N,N-dimethylbut-3-yn-1-amine